ClC=1C(=CC(=NC1)NC(=O)C1CCN(CC1)CC=1C(=C2CN(C(C2=CC1)=O)C1C(NC(CC1)=O)=O)F)C1=C2N(N=C1)CC(C2)(C)C N-(5-chloro-4-(5,5-dimethyl-5,6-dihydro-4H-pyrrolo[1,2-b]pyrazol-3-yl)pyridin-2-yl)-1-((2-(2,6-dioxopiperidin-3-yl)-4-fluoro-1-oxoisoindoline-5-yl)methyl)piperidine-4-carboxamide